NCCCCN(CC(=O)OC(C)(C)C)C tert-butyl 2-[4-aminobutyl(methyl)amino]acetate